[C@H](C)(CC)[C@@H]1N(CC2=C(NC1=O)C=CC(=C2)F)C(=O)N2CC(C2)(C)O (S)-3-((S)-sec-butyl)-7-fluoro-4-(3-hydroxy-3-methylazetidine-1-carbonyl)-1,3,4,5-tetrahydro-2H-benzo[e][1,4]diazepin-2-one